C(C)(C)[C@H]1NC(SC1)=S (R)-4-isopropyl-thiazolidine-2-thione